1-(((R)-2-(trityloxy)propanoyl)oxy)ethyl (2S)-2-(2-(benzofuran-6-carbonyl)-5,7-dichloro-1,2,3,4-tetrahydroisoquinoline-6-carboxamido)-3-(3-(methylsulfonyl)phenyl)propanoate O1C=CC2=C1C=C(C=C2)C(=O)N2CC1=CC(=C(C(=C1CC2)Cl)C(=O)N[C@H](C(=O)OC(C)OC([C@@H](C)OC(C2=CC=CC=C2)(C2=CC=CC=C2)C2=CC=CC=C2)=O)CC2=CC(=CC=C2)S(=O)(=O)C)Cl